NC=1C(=C(C=C2C=C(N=CC12)NC1=NN2CC(N(CCC2=C1)C)=O)C1=C(C=2NCN(C(C2N=C1)=O)C)C)F 7-(8-amino-7-fluoro-3-((6-methyl-7-oxo-5,6,7,8-tetrahydro-4H-pyrazolo[1,5-d][1,4]diazepin-2-yl)amino)isoquinolin-6-yl)-3,8-dimethyl-2,3-dihydropyrido[3,2-d]pyrimidin-4(1H)-one